C1(=CC=CC=C1)C1CC2C(CN(C2)C(=O)N)C1 5-phenylhexahydrocyclopenta[c]pyrrole-2(1H)-carboxamide